F[C@@H]1C[C@@]2(CCCN2C1)COC=1N=C(C2=C(N1)C(=C(N=C2)C2=CC(=CC1=CC=C(C(=C21)C#C)F)O)F)N2[C@@H](COCC2)C 4-(2-{[(2R,7as)-2-fluoro-hexahydro-1H-pyrrolizin-7a-yl]methoxy}-8-fluoro-4-[(3R)-3-methylmorpholin-4-yl]pyrido[4,3-d]pyrimidin-7-yl)-5-ethynyl-6-fluoronaphthalene-2-ol